ClC1=C(C=C(C=C1)F)C1C=2N(CC(N1)=O)C(=CC2NC(=O)N2CCC1=CC=CC=C21)C(=O)NC 1-(2-Chloro-5-fluorophenyl)-8-(indoline-1-carboxamido)-N-methyl-3-oxo-1,2,3,4-tetrahydropyrrolo[1,2-a]pyrazine-6-carboxamide